(S)-2-(1-cyclopropyl-1H-pyrazol-4-yl)-4-(6,7-dimethyl-4-(6-(trifluoromethyl)pyridin-3-yl)pteridin-2-yl)morpholine C1(CC1)N1N=CC(=C1)[C@H]1CN(CCO1)C1=NC2=NC(=C(N=C2C(=N1)C=1C=NC(=CC1)C(F)(F)F)C)C